O=S1(NC2(CN(C2)C(=O)N2CC3(C2)CC(C3)CC3=C(C=C(C#N)C=C3)F)CC1)=O 4-[[2-(6,6-dioxo-6lambda6-thia-2,5-diazaspiro[3.4]octane-2-carbonyl)-2-azaspiro[3.3]heptan-6-yl]methyl]-3-fluoro-benzonitrile